(2H3)Methyl-uracil C([2H])([2H])([2H])C=1C(NC(NC1)=O)=O